(Z)-4-(5-(2-(2-methoxy-1-(m-tolyl)ethylidene)hydrazinyl)-3-(2-methoxyethyl)-3H-imidazo[4,5-b]pyridin-7-yl)morpholine COC\C(\C=1C=C(C=CC1)C)=N/NC1=CC(=C2C(=N1)N(C=N2)CCOC)N2CCOCC2